tert-butyl 4-((1r,3r)-3-((5-bromopyridin-2-yl)oxy)cyclobutoxy)piperidine-1-carboxylate BrC=1C=CC(=NC1)OC1CC(C1)OC1CCN(CC1)C(=O)OC(C)(C)C